N-[(4-methoxyphenyl)methyl]-3,4-dimethyl-pyrimido[4',5':4,5]thieno[2,3-c]pyridazin-8-amine COC1=CC=C(C=C1)CNC1=NC=NC2=C1SC=1N=NC(=C(C12)C)C